5-chloro-N-methylpyrazolo[1,5-a]pyrimidine-3-carboxamide ClC1=NC=2N(C=C1)N=CC2C(=O)NC